ClC=1C=2C(N=C3N(C2C=CC1)C1=CC=C(C=C1C31CCCCC1)N1CCC(CC1)O)=O 4'-chloro-9'-(4-hydroxypiperidin-1-yl)-5'H-spiro[cyclohexane-1,7'-indolo[1,2-a]quinazolin]-5'-one